COC(=O)N1[C@H](CCC2=C3C(=CC=C12)N(C(=N3)CC3=CC=C(C=C3)C)C3CCCCC3)C (1R,3R)-3-((S)-6-(Methoxycarbonyl)-7-methyl-2-(4-methylbenzyl)-6,7,8,9-tetrahydro-3H-imidazo[4,5-f]chinolin-3-yl)cyclohexan